(phenyl)(terphenylyl)(phenylindolocarbazolyl)(phenyl)(terphenylyl)(phenylindolocarbazolyl)triazine C1(=CC=CC=C1)N1N(N(C(=C(C1C1=C2C(=CC=C1C1=CC=CC=C1)N=C1C=CC3=C4C=CC=CC4=NC3=C12)C1=C(C=CC=C1)C=1C(=CC=CC1)C1=CC=CC=C1)C1=CC=CC=C1)C1=C2C(=CC=C1C1=CC=CC=C1)N=C1C=CC3=C4C=CC=CC4=NC3=C12)C1=C(C=CC=C1)C=1C(=CC=CC1)C1=CC=CC=C1